7-Chloro-1-(2-(pyrrolidin-1-yl)ethoxy)isoquinoline ClC1=CC=C2C=CN=C(C2=C1)OCCN1CCCC1